ClC=1C=C2C(=CC1)NC(C21CCN(CC1)CCOC=1C=NC(=NC1)[C@H](C)S(=O)(=O)C)=O 5-chloro-1'-[2-({2-[(1S)-1-methanesulfonylethyl]pyrimidin-5-yl}oxy)ethyl]-1,2-dihydrospiro[indole-3,4'-piperidin]-2-one